NC(=O)C1=CC=CC2=CN(N=C12)C1=CC=C(C(=O)NC2CC[NH+](CC2)CC2=CC=CC=C2)C=C1 4-({4-[7-(aminocarbonyl)-2H-indazol-2-yl]benzoyl}amino)-1-benzylpiperidinium